2-Methyl-6-(2'-(((3,3,3-Trifluoropropyl)amino)Methyl)-[1,1'-Biphenyl]-4-yl)-1H-benzo[d]Imidazol CC1=NC2=C(N1)C=C(C=C2)C2=CC=C(C=C2)C2=C(C=CC=C2)CNCCC(F)(F)F